Cl.Cl.C1[C@@H]2N(C[C@H](N1)C(=O)OC)CCC2 methyl (3S,8aR)-octahydropyrrolo[1,2-a]pyrazine-3-carboxylate dihydrochloride